BrC1=C(C=C2CNC(C2=C1)=O)O 6-Bromo-5-hydroxyisoindolin-1-one